tert-butyl 5-(5-(chlorosulfonyl)-2,3-dihydro-1H-pyrrolo[3,2-b]pyridine-1-carbonyl)isoindoline-2-carboxylate ClS(=O)(=O)C1=CC=C2C(=N1)CCN2C(=O)C=2C=C1CN(CC1=CC2)C(=O)OC(C)(C)C